C(#N)C1=C(C=CC=C1)C(C(C)C=1N(C(C(=C(N1)C(NC=1C=NOC1)=O)O)=O)C)C=1C=NN(C1)CCCNC(OC(C)(C)C)=O tert-butyl N-(3-{4-[1-(2-cyanophenyl)-2-{5-hydroxy-1-methyl-4-[(1,2-oxazol-4-yl)carbamoyl]-6-oxopyrimidin-2-yl}propyl]pyrazol-1-yl}propyl)carbamate